4-((5-(3-(N,N-dimethylaminosulfonyl)phenyl)-1,3,4-oxadiazol-2-yl)methyl)-N-hydroxybenzoamide CN(S(=O)(=O)C=1C=C(C=CC1)C1=NN=C(O1)CC1=CC=C(C(=O)NO)C=C1)C